C1(=CCCCC1)C=1CCN(CC1)S(=O)(=O)N1C=[N+](C=C1)C 1-((4-(cyclohex-1-en-1-yl)-3,6-dihydropyridin-1(2H)-yl)sulfonyl)-3-methyl-1H-imidazol-3-ium